C[C@]12CC(C[C@](CC1)(N2)C)C(=C)C=2N=CC(=NC2)C2=C(C=C(C(=C2)F)N2C=NC=C2)O 2-(5-(1-((1R,3s,5S)-1,5-dimethyl-8-azabicyclo[3.2.1]octan-3-yl)vinyl)pyrazin-2-yl)-4-fluoro-5-(1H-imidazol-1-yl)phenol